ClC1=C(C=CC(=C1)Cl)C1(OC2=C(O1)C=CC=C2C2CCN(CC2)C(=O)OC(C)(C)C)C tert-butyl 4-(2-(2,4-dichlorophenyl)-2-methylbenzo[d][1,3]dioxol-4-yl)piperidine-1-carboxylate